C1(CC1)S(=O)(=O)N1N=CC(=C1)C1=NC=CC(=N1)NC1=NC=C(C(=C1)NC1CCC(CC1)CO)C#CC=1C=NN(C1)CCF ((1s,4s)-4-((2-((2-(1-(Cyclopropylsulfonyl)-1H-pyrazol-4-yl)pyrimidin-4-yl)amino)-5-((1-(2-fluoroethyl)-1H-pyrazol-4-yl)ethynyl)pyridin-4-yl)amino)cyclohexyl)methanol